[Co](Cl)(Cl)Cl.OC(C)C1=NC=CN1C 1-hydroxyethyl-3-methylimidazole cobalt trichloride